FC(OC=1C=C(C=CC1)N1C(N(C2=C1C=CC(=C2F)C(=O)OC)C(C)C)=O)F methyl 1-(3-(difluoromethoxy)phenyl)-4-fluoro-3-isopropyl-2-oxo-2,3-dihydro-1H-benzo[d]imidazole-5-carboxylate